F[B-](F)(F)F.N1(N=NC2=C1C=CC=C2)OC(=[N+](C)C)N(C)C 2-(1H-Benzo[d][1,2,3]triazol-1-yl)-1,1,3,3-tetramethyluronium tetrafluoroborat